COCCOC1=CC=2N(C=C1)C(=CN2)C2=CC(=NC=N2)NCC2=CC=C(C=C2)C=2C=NC=CC2 6-[7-(2-methoxyethoxy)imidazo[1,2-a]pyridin-3-yl]-N-{[4-(pyridin-3-yl)phenyl]methyl}pyrimidin-4-amine